5,6-Dihydropyridine-1(2H)-carboxylate N1(CC=CCC1)C(=O)[O-]